FC1=C(N=CC2=C1N=C(N=C2N2CC1(CCC(C2)N1C(=O)OC(C)(C)C)C=O)OC[C@H]1N(CCC1)C)C1=CC(=CC2=CC=CC=C12)O tert-butyl 3-(8-fluoro-7-(3-hydroxynaphthalen-1-yl)-2-(((S)-1-methylpyrrolidin-2-yl)methoxy)pyrido[4,3-d]pyrimidin-4-yl)-1-formyl-3,8-diazabicyclo[3.2.1]octane-8-carboxylate